1-(7-Methyl-2-(4-methylpiperazin-1-yl)thieno[3,2-d]pyrimidin-4-yl)-N-(3-(pyridin-4-yl)propyl)piperidin-4-amine CC1=CSC2=C1N=C(N=C2N2CCC(CC2)NCCCC2=CC=NC=C2)N2CCN(CC2)C